FC(CS(=O)(=O)NC1=C(C(=C(C=C1F)OC1=NC=C(C=C1C1=NC(=NC=C1)N[C@@H]1CNC[C@H](C1)F)F)F)F)(CC)F 2,2-difluoro-N-(2,3,6-trifluoro-4-((5-fluoro-3-(2-(((3S,5S)-5-fluoropiperidin-3-yl)amino)pyrimidin-4-yl)pyridin-2-yl)oxy)phenyl)butane-1-sulfonamide